FC=1C(=C(N)C=C(C1)C1=NOC(=N1)[C@H]1[C@@H](C1)F)C 3-fluoro-5-(5-((1s,2r)-2-fluorocyclopropyl)-1,2,4-oxadiazol-3-yl)-2-methylaniline